FC(C1=CC=C(COC2=C(C=C(C=C2)C2=NC=3N(C(NC(C3N2C)=O)=O)CC(C(F)(F)F)O)F)C=C1)F 8-(4-((4-(difluoromethyl)benzyl)oxy)-3-fluorophenyl)-7-methyl-3-(3,3,3-trifluoro-2-hydroxypropyl)-3,7-dihydro-1H-purine-2,6-dione